tert-butyl (2R,5S)-5-[2-(4-chloro-3-fluorophenoxy)acetamido]-2-{[3-(trifluoromethyl)phenyl]carbamoyl}piperidine-1-carboxylate ClC1=C(C=C(OCC(=O)N[C@H]2CC[C@@H](N(C2)C(=O)OC(C)(C)C)C(NC2=CC(=CC=C2)C(F)(F)F)=O)C=C1)F